2-(3-((6-(Benzyloxy)-3-bromoquinolin-5-yl)oxy)propyl) 1-(tert-butyl) (2S,4S)-4-azidopiperidine-1,2-dicarboxylate N(=[N+]=[N-])[C@@H]1C[C@H](N(CC1)C(=O)OC(C)(C)C)C(=O)OCCCOC1=C2C=C(C=NC2=CC=C1OCC1=CC=CC=C1)Br